5,5',5'',5'''-(4-(2,6-dimethylpyridin-4-yl)-6-(4,6-diphenyl-1,3,5-triazin-2-yl)benzene-1,2,3,5-tetrayl)tetrakis(5H-pyrido[3,2-b]indole) CC1=NC(=CC(=C1)C1=C(C(=C(C(=C1N1C2=C(C=3C=CC=CC13)N=CC=C2)C2=NC(=NC(=N2)C2=CC=CC=C2)C2=CC=CC=C2)N2C1=C(C=3C=CC=CC23)N=CC=C1)N1C2=C(C=3C=CC=CC13)N=CC=C2)N2C1=C(C=3C=CC=CC23)N=CC=C1)C